methyl 9-oxo-2-(trifluoromethyl)-9H-indeno[2,1-d]pyrimidine-7-carboxylate O=C1C=2C=C(C=CC2C2=C1N=C(N=C2)C(F)(F)F)C(=O)OC